3-amino-4-(cyclohexylamino)-N-(2-(methylamino)ethyl)benzenesulfonamide hydrochloride Cl.NC=1C=C(C=CC1NC1CCCCC1)S(=O)(=O)NCCNC